(R)-(3,4-dimethylpiperazine-1-yl)(2-methyl-4-nitrophenyl)methanone C[C@@H]1CN(CCN1C)C(=O)C1=C(C=C(C=C1)[N+](=O)[O-])C